1-benzyl-6-(2-methylbut-3-en-1-yl)pyridin-2(1H)-one C(C1=CC=CC=C1)N1C(C=CC=C1CC(C=C)C)=O